ClC1=CC(=C(COC2=NC=CC=C2C=2CCN(CC2)CC2=NC3=C(N2C[C@H]2OCC2)C=C(C=C3)C(=O)O)C=C1)F (S)-2-((2-((4-chloro-2-fluorobenzyl)oxy)-3',6'-dihydro-[3,4'-bipyridin]-1'(2'H)-yl)methyl)-1-(oxetan-2-ylmethyl)-1H-benzo[d]imidazole-6-carboxylic acid